CC1=C(OC2=C1C=CC=C2)C(C)=O (3-Methyl-2-benzofuranyl)ethanone